3-cyclopropyl-5-(isobutylsulfamoyl)-6,7,8,9-tetrahydrobenzo[g]Isoquinoline-8-carboxylic acid hydrochloride Cl.C1(CC1)C=1N=CC2=CC3=C(C(=C2C1)S(NCC(C)C)(=O)=O)CCC(C3)C(=O)O